O1CCC(CC1)C1=C(C=NC2=C(C=CC=C12)C1=C(C(=CC(=C1)F)F)F)NC(=O)C1CCOC2=CC=CC=C12 N-(4-(Tetrahydro-2H-pyran-4-yl)-8-(2,3,5-trifluorophenyl)quinolin-3-yl)chroman-4-carboxamide